N1C[C@@H](CCC1)C1=CC=C(C=C1)N1N=C2C(=CC=CC2=C1)C(=O)N [4-[(3S)-piperidin-3-yl]phenyl]-2H-indazole-7-carboxamide